[Br-].C(C)OC(CCCC1=C(C=CC=C1)P(C1=CC=CC=C1)C1=CC=CC=C1)=O (4-Ethoxy-4-oxobutyl)triphenylphosphine bromide